acryloyloxyethyl-2-hydroxyethyl maleate C(\C=C/C(=O)[O-])(=O)OCC(O)CCOC(C=C)=O